C1(CC1)C=1N=CC2=C(N1)CCN(C2)C(=O)C2CC21CCN(CC1)C(=O)OC(C(F)(F)F)C(F)(F)F 1,1,1,3,3,3-hexafluoropropan-2-yl (+)-1-(2-cyclopropyl-5,6,7,8-tetrahydropyrido[4,3-d]pyrimidine-6-carbonyl)-6-azaspiro[2.5]octane-6-carboxylate